Pentamethylenebis(trimethylammonium) C[N+](CCCCC[N+](C)(C)C)(C)C